C1(=CC=CC=C1)CS(=O)(=O)NC1=C(C=C(C=C1)OC1=NC=CC=C1C1=NC(=NC=C1)N[C@@H]1CNCCC1)C(F)(F)F (S)-1-phenyl-N-(4-((3-(2-(piperidin-3-ylamino)pyrimidin-4-yl)pyridin-2-yl)oxy)-2-(trifluoromethyl)phenyl)methanesulfonamide